(cyclopentane-diylbis(ethane-2,1-diyl))bis(1-ethylpyrrolidin-1-ium) iodide [I-].C1(CCCC1)(CC[N+]1(CCCC1)CC)CC[N+]1(CCCC1)CC.[I-]